bis[bis(trimethylsilyl)amide] cobalt [Co+2].C[Si](C)(C)[N-][Si](C)(C)C.C[Si](C)(C)[N-][Si](C)(C)C